O=C(C(=O)O)CCSC 2-keto-4-(methylthio)butyric acid